5-AMINO-2-NITROBENZALDEHYDE NC=1C=CC(=C(C=O)C1)[N+](=O)[O-]